N-isobutyl-4-oxo-2-(tetrahydro-2H-pyran-4-yl)-N-(2-(trifluoromethyl)benzyl)chroman-6-sulfonamide C(C(C)C)N(S(=O)(=O)C=1C=C2C(CC(OC2=CC1)C1CCOCC1)=O)CC1=C(C=CC=C1)C(F)(F)F